NCCCCCN1CCNCC1 4-(5-Aminopentyl)piperazin